6-Chloro-3-[(1R)-1-[3,6-dimethyl-2-(2-methylthiazol-4-yl)-4-oxo-chromen-8-yl]ethoxy]pyridine-2-carbonitrile ClC1=CC=C(C(=N1)C#N)O[C@H](C)C=1C=C(C=C2C(C(=C(OC12)C=1N=C(SC1)C)C)=O)C